1-cyclopropyl-5-((2S,3R,4S,5R)-3,4-dihydroxy-5-(hydroxymethyl)tetrahydrofuran-2-yl)pyrimidine-2,4(1H,3H)-dione C1(CC1)N1C(NC(C(=C1)[C@@H]1O[C@@H]([C@H]([C@H]1O)O)CO)=O)=O